1-(4-isopropylbenzoyl)-3,4-methylenedioxy-6-aminobenzene C(C)(C)C1=CC=C(C(=O)C2=CC3=C(C=C2N)OCO3)C=C1